FC(C1=CC=C(C=C1)[B])(F)F (para-trifluoromethylphenyl)boron